CN([C@@H](CO)C(=O)O)C(NCC1=CC=CC=C1)=O methyl-(benzylcarbamoyl)serine